2,2'-Azinobis-(3-ethylbenzthiazolin-6-sulfonat) N(N=C1SC2=C(N1CC)C=CC(=C2)S(=O)(=O)[O-])=C2SC1=C(N2CC)C=CC(=C1)S(=O)(=O)[O-]